2-((1R,2R)-2-aminocyclopentyl)-3-bromo-5-chloro-N-(furan-2-ylmethyl)thieno[3,2-b]pyridin-7-amine N[C@H]1[C@@H](CCC1)C1=C(C2=NC(=CC(=C2S1)NCC=1OC=CC1)Cl)Br